C(C1=CC=CC=C1)OC1=NC(=CC=C1C1=CC(=C(C=C1)N1CC([C@@H](CC1)C1=CC=C(C=C1)Cl)(F)F)F)OCC1=CC=CC=C1 (S)-2,6-bis(benzyloxy)-3-(4-(4-(4-chlorophenyl)-3,3-difluoropiperidin-1-yl)-3-fluorophenyl)pyridine